BrC1=CC2=C(C(N(N=C2C(C)C)C2(CC2)C(=O)OC(C)(C)C)=O)S1 Tert-butyl 1-(2-bromo-4-isopropyl-7-oxo-thieno[2,3-d]pyridazin-6-yl)cyclopropanecarboxylate